N-ethyl-N-[2-(2-methoxyethoxy)ethyl]-N-methylamine C(C)N(C)CCOCCOC